C(C)(C)(C)C1CCC(CC1)OC(C=C)=O 4-tert-Butylcyclohexylacrylat